(2R,4R)-1-(3-chloro-2-fluorobenzyl)-4-((3,5-difluoro-6-((5-methyl-1H-pyrazol-3-yl)amino)-4-(morpholine-4-carbonyl)pyridin-2-yl)methyl)-2-methylpiperidine ClC=1C(=C(CN2[C@@H](C[C@@H](CC2)CC2=NC(=C(C(=C2F)C(=O)N2CCOCC2)F)NC2=NNC(=C2)C)C)C=CC1)F